2-(2-(3-bromophenyl)-2-cyclobutyl-propanoyl)-N-methylthiosemicarbazide BrC=1C=C(C=CC1)C(C(=O)N(NC)C(=S)N)(C)C1CCC1